(E)-6,5-dimethyl-6,7-decadienal CC(C(CCCC=O)C)=C=CCC